ClC=1C=CC(=C2C=NNC12)F 7-chloro-4-fluoro-1H-indazol